(R)-1-(4-chloro-2-methylphenyl)-N-(1-methylpiperidin-3-yl)pyrido[3,4-d]pyridazin-4-amine ClC1=CC(=C(C=C1)C1=C2C(=C(N=N1)N[C@H]1CN(CCC1)C)C=NC=C2)C